Cl.FC(C(=O)N1C[C@@H]2CNC[C@@H]2C1)(F)F 2,2,2-trifluoro-1-((cis)-hexahydropyrrolo[3,4-c]pyrrol-2(1H)-yl)ethan-1-one hydrochloride salt